(R)-4-((4-(2-(3-((5-chloro-4-(1H-indol-3-yl)pyrimidine-2-yl)amino)pyrrolidin-1-yl)ethyl)piperidin-1-yl)methyl)piperidin-4-ol ClC=1C(=NC(=NC1)N[C@H]1CN(CC1)CCC1CCN(CC1)CC1(CCNCC1)O)C1=CNC2=CC=CC=C12